8-(2-chloro-4-(2-(piperazin-1-yl)ethoxy)phenyl)-9-((3,4-dimethylpyridin-2-yl)methyl)-6-(1-methylcyclopropoxy)-9H-purine ClC1=C(C=CC(=C1)OCCN1CCNCC1)C=1N(C2=NC=NC(=C2N1)OC1(CC1)C)CC1=NC=CC(=C1C)C